4-((2R,4s,6S)-2-cyano-7-((5-methoxy-7-methyl-1H-indol-4-yl)methyl)-7-azaspiro[3.5]nonan-6-yl)-N-(2-(2-oxopyridin-1(2H)-yl)ethyl)benzamide C(#N)C1CC2(C1)C[C@H](N(CC2)CC2=C1C=CNC1=C(C=C2OC)C)C2=CC=C(C(=O)NCCN1C(C=CC=C1)=O)C=C2